C(CCCCCC)OCC(CO)=O 1-(heptyloxy)-3-hydroxypropan-2-one